ClC1=NC(=NN2C1=C(C=C2)C)C=2N(C=CN2)C C4-chloro-5-methyl-2-(1-methyl-1H-imidazol-2-yl)pyrrolo[2,1-f][1,2,4]triazine